NC1=NN2C(C=C(C=C2)C=2C=C(C(=NC2)OCC)C(=O)NCC2=C(C=CC=C2)OC2CCCC2)=N1 5-{2-amino-[1,2,4]triazolo[1,5-a]pyridin-7-yl}-N-{[2-(cyclopentyloxy)phenyl]methyl}-2-ethoxypyridine-3-carboxamide